ClC=1C=C(C(=NC1)N1CC(N(C2(CC(C2)C(=O)N(C)C)C1=O)CC1=CC=C(C=C1)Cl)=O)F (2r,4r)-8-(5-chloro-3-fluoropyridin-2-yl)-5-(4-chlorobenzyl)-N,N-dimethyl-6,9-dioxo-5,8-diazaspiro[3.5]nonane-2-carboxamide